glycerol monoerucate succinate C(CCC(=O)O)(=O)O.C(CCCCCCCCCCC\C=C/CCCCCCCC)(=O)O.OCC(O)CO